ClC=1C=C(CC=2C=CC(=NC2)NC(=O)C2=NN(C(C=C2)=O)C(C)C)C=CC1 N-(5-(3-chlorobenzyl)pyridin-2-yl)-1-isopropyl-6-oxo-1,6-dihydropyridazine-3-carboxamide